C(C)(C)(C)OC(=O)N1C[C@@H](N(CC1)C=1C=NC(=NC1)N(CC1=CC=C(C=C1)OC)CC1=CC=C(C=C1)OC)C (S)-4-(2-(di(4-methoxybenzyl)amino)pyrimidin-5-yl)-3-methylpiperazine-1-carboxylic acid tert-butyl ester